BrC1=CC=C(C=C1)[C@]12[C@]3(C4=NC=C(C=C4O1)Cl)[C@H]([C@@H]([C@H]2C2=CC=CC=C2)C(=O)OC)O3 methyl (1aS,2R,3S,3aR,8bS)-3a-(4-bromophenyl)-6-chloro-3-phenyl-1a,2,3,3a-tetrahydro-oxireno[2'',3'':1',5']cyclopenta[1',2':4,5]furo[3,2-b]pyridine-2-carboxylate